C1C2C3CCCC3C1CC2 octahydro-4,7-methylene-1H-inden